8-((1R,3s,5S)-8-azabicyclo[3.2.1]octan-3-yl)-3-(2-hydroxy-4-(1-methyl-1H-pyrazol-4-yl)phenyl)pyrido[2,3-c]pyridazin-5(8H)-one [C@H]12CC(C[C@H](CC1)N2)N2C=CC(C1=C2N=NC(=C1)C1=C(C=C(C=C1)C=1C=NN(C1)C)O)=O